tert-butyl-9-(5-(difluoromethyl)-1,3,4-thiadiazol-2-yl)-N-(1-methylcyclopropyl)-4-(piperidin-4-yl)-9H-pyrimido[4,5-b]indole-7-sulfonamide C(C)(C)(C)C=1N=C(C2=C(N(C3=CC(=CC=C23)S(=O)(=O)NC2(CC2)C)C=2SC(=NN2)C(F)F)N1)C1CCNCC1